FC=1C=C(C=CC1)C=1C=CC2=C(N(N=C2C1)C)N1CCN(CC1)C(C=C)=O 1-(4-(6-(3-fluorophenyl)-2-methyl-2H-indazol-3-yl)piperazin-1-yl)prop-2-en-1-one